BrC1=C(C=C(C(=O)N2CC=3N(CC2)C(N(C3C(=O)NCC3=CC=C(C=C3)OC)C3=CC=C(C=C3)OC(C)C)=O)C=C1)Cl 7-(4-bromo-3-chloro-benzoyl)-2-(4-isopropoxyphenyl)-N-[(4-methoxyphenyl)methyl]-3-oxo-6,8-dihydro-5H-imidazo[1,5-a]pyrazine-1-carboxamide